2,3-Difluoro-5-(3-isopropyl-5-(4-(methylsulfonyl)piperazin-1-yl)-1H-indazol-1-yl)phenol FC1=C(C=C(C=C1F)N1N=C(C2=CC(=CC=C12)N1CCN(CC1)S(=O)(=O)C)C(C)C)O